1-bromo-3-[(2-methoxyethoxy)methyl]benzene BrC1=CC(=CC=C1)COCCOC